FC1=C(C(=O)N2CCC3(C(N4[C@H](O3)CC[C@H]4C4=CC(=CC(=C4)F)F)=O)CC2)C(=CC=C1)F (5'S,7a'R)-1-(2,6-difluoro-benzoyl)-5'-(3,5-difluoro-phenyl)tetrahydro-3'H-spiro[piperidine-4,2'-pyrrolo[2,1-b]oxazol]-3'-one